C1(=CC=CC=C1)C12CC=C(N1)C=C1C=CC(C=C3C=CC(=CC=4C=CC(=C2)N4)N3)=N1 4-phenylporphyrin